7-(4-(aminomethyl)phenyl)-7H-pyrrolo[2,3-d]Pyrimidine-4-amine NCC1=CC=C(C=C1)N1C=CC2=C1N=CN=C2N